tert-butyl 3-(2-(N-(tert-butoxycarbonyl)sulfamoylamino)ethyl)-3-phenylazetidine-1-carboxylate C(C)(C)(C)OC(=O)NS(=O)(=O)NCCC1(CN(C1)C(=O)OC(C)(C)C)C1=CC=CC=C1